CC1=C(C=CC=C1)CC(=N)C1=CC=CC(=N1)C(C)=O 1-{6-[(2-methylphenyl)ethanimidoyl]-2-pyridinyl}-1-ethanone